(4-chloro-3-(trifluoromethyl)phenyl)-2-(4-((6,7-dimethoxyquinolin-4-yl)oxy)-2-fluorophenyl)-2-oxoacetamide ClC1=C(C=C(C=C1)NC(C(=O)C1=C(C=C(C=C1)OC1=CC=NC2=CC(=C(C=C12)OC)OC)F)=O)C(F)(F)F